2-[amino(2,3-dihydro-1H-isoindol-5-yl)methyl]-4,5-dichlorophenol NC(C1=C(C=C(C(=C1)Cl)Cl)O)C=1C=C2CNCC2=CC1